35-palmitoleoyloxy-pentatriacontanoic acid C(CCCCCCC\C=C/CCCCCC)(=O)OCCCCCCCCCCCCCCCCCCCCCCCCCCCCCCCCCCC(=O)O